ClCC=1C(=C(C(=O)C2=CC=CC=C2)C=CC1)CCl bis(chloromethyl)benzophenone